C(C)(C)(C)OC(=O)N1CCC2(C[C@H](CC2=O)O)CC1 (3R)-3-hydroxy-1-oxo-8-azaspiro[4.5]decane-8-carboxylic acid tert-butyl ester